CC(CC)(CCCC(C)C)OC(C)=O 3,7-dimethyloct-3-ylacetate